C(C)(=O)N[C@@H]1CC[C@@H]2[C@H]1N(C=1C(=CC(=CC21)C(=O)NC2=CC=C(C=C2)OC(F)(F)Cl)C=2C=NC=NC2)C(C)C (3R,3aR,8bS)-3-acetamido-N-(4-(chlorodifluoromethoxy)phenyl)-4-isopropyl-5-(pyrimidin-5-yl)-1,2,3,3a,4,8b-hexahydrocyclopenta[b]indole-7-carboxamide